[Si](C)(C)(C(C)(C)C)OCCCOC1=NN(C(=C1[N+](=O)[O-])C)C=1C(=NC=CC1)OC 3-(3-(3-((tert-butyldimethylsilyl)oxy)propoxy)-5-methyl-4-nitro-1H-pyrazol-1-yl)-2-methoxypyridine